C(C)(C)C1C(OC(=NO1)C1CN(CC1)C)CN1CCCCC1 rac-6-isopropyl-3-(1-methylpyrrolidin-3-yl)-5-(piperidin-1-ylmethyl)-5,6-dihydro-1,4,2-dioxazine